3-(pyrazol-1-yl)-1H-pyridin-2-one N1(N=CC=C1)C=1C(NC=CC1)=O